FC=1C=C2C(C(=C3N(C2=CC1N1CCNCC1)C(S3)C)C(=O)O)=O 6-fluoro-1-methyl-4-oxo-7-piperazin-1-yl-1H-[1,3]thiazeto[3,2-a]quinoline-3-carboxylic acid